N1CC(C1)NC(=O)C1=NC(=NC=C1)N1CCC(CC1)C(=O)N1OCC[C@H]1C=1C=NC=C(C1)C#N N-(Azetidin-3-yl)-2-[4-[(3S)-3-(5-cyano-3-pyridyl)isoxazolidine-2-carbonyl]-1-piperidyl]pyrimidine-4-carboxamide